C1=C(C2=C(N1[C@H]3[C@@H]([C@@H]([C@H](O3)CO)O)O)N=C(NC2=O)N)C(=N)N The molecule is a 7-deazaguanine ribonucleoside having 7-formamidino-7-deazaguanine as the nucleobase. It is found in the majority of archaeal tRNAs specifically at position 15 of the dihydrouridine loop (D-loop), a position not modified in either eukaryotic or bacterial tRNA. It derives from a 7-formamidino-7-deazaguanine.